N[C@@H]1CC[C@H](CC1)NC=1C=2N(N=CC1/C(/N)=N/C1=C(C=CC(=C1)F)Cl)C=C(C2)C2=C(C=C(C(=O)O)C=C2)C 4-[trans-4-[(4-aminocyclohexyl)amino]-3-[(Z)-N'-(2-chloro-5-fluoro-phenyl)carbamimidoyl]pyrrolo[1,2-b]pyridazin-6-yl]-3-methyl-benzoic acid